[(Z)-(1-amino-2-tetrahydropyran-2-yloxy-propylidene) amino] (2S,5'R)-7-chloro-1',4-dimethoxy-5'-methyl-3,3'-dioxo-spiro[benzofuran-2,6'-cyclohexene]-6-carboxylate ClC1=C(C=C(C=2C([C@@]3([C@@H](CC(C=C3OC)=O)C)OC21)=O)OC)C(=O)O\N=C(\C(C)OC2OCCCC2)/N